(E)-2,4-dimethoxy-6-(4-(2-oxo-2-(piperidin-1-yl)ethoxy)styryl)-N-(p-tolyl)benzamide COC1=C(C(=O)NC2=CC=C(C=C2)C)C(=CC(=C1)OC)\C=C\C1=CC=C(C=C1)OCC(N1CCCCC1)=O